C[C@H]1N(CCOC1)C1=CC(=C2C(=N1)C(=NS2)C2=CC(=NN2)C)C2=NNN=C2 (3R)-3-methyl-4-[3-(3-methyl-1H-pyrazol-5-yl)-7-(2H-1,2,3-triazol-4-yl)-[1,2]thiazolo[4,5-b]pyridin-5-yl]morpholine